(trans)-4-((2-(3-fluorocyclobutyl)-1H-imidazol-4-yl)methyl)pyridine F[C@@H]1C[C@H](C1)C=1NC=C(N1)CC1=CC=NC=C1